8-(Benzyloxy)-5-fluoro-2,2-dimethyl-4a-phenyl-1,2,4,4a-tetrahydro-3H-pyrimido[1,2-a]quinolin-3-one C(C1=CC=CC=C1)OC=1C=C2C=C(C3(N(C2=CC1)CC(C(N3)=O)(C)C)C3=CC=CC=C3)F